tert-butyl 4-(1,1-difluoro-2-hydroxy-ethyl)piperidine-1-carboxylate FC(CO)(F)C1CCN(CC1)C(=O)OC(C)(C)C